2-(2-(cyclopropanesulfonamido)thiazol-4-yl)-4-methoxy-N-(4-(6-(trifluoromethyl)pyrazin-2-yl)phenyl)butanamide C1(CC1)S(=O)(=O)NC=1SC=C(N1)C(C(=O)NC1=CC=C(C=C1)C1=NC(=CN=C1)C(F)(F)F)CCOC